C(CC)(C(=O)O)(C(=O)O)C(=O)O.COC1=C(C(=O)NC(C)(C)C=2OC(=NN2)C=2SC=CC2)C=CC(=C1)N1CCOCC1 2-methoxy-4-morpholinyl-N-(2-(5-(thiophen-2-yl)-1,3,4-oxadiazol-2-yl)propan-2-yl)benzamide PROPANTRICARBOXYLAT